1-[3-(2-Ethyl-4-hydroxy-5-methyl-pyrazol-3-yl)-1H-1,2,4-triazol-5-yl]-6-methyl-imidazo[1,5-a]pyridine-3-carboxamide C(C)N1N=C(C(=C1C1=NNC(=N1)C=1N=C(N2C1C=CC(=C2)C)C(=O)N)O)C